4-[1-(2-methoxyethyl)pyrazol-4-yl]benzoic acid COCCN1N=CC(=C1)C1=CC=C(C(=O)O)C=C1